NC1=C(C=CC(=C1)OC(F)(F)F)C(=O)N1CCC(CC1)C1=NNC2=NC=C(C=C21)N2CCOCC2 (2-amino-4-(trifluoromethoxy)phenyl)(4-(5-morpholino-1H-pyrazolo[3,4-b]pyridin-3-yl)piperidin-1-yl)methanone